(5-(1-(4-chlorophenyl)-2,5-dimethyl-1H-pyrrole-3-carbonyl)-2-(pyrrolidin-1-yl)phenyl)-3-propanamidopropionamide ClC1=CC=C(C=C1)N1C(=C(C=C1C)C(=O)C=1C=CC(=C(C1)C(C(=O)N)CNC(CC)=O)N1CCCC1)C